ClC=1C=C2C=CC=C(C2=CC1Cl)O 6,7-dichloro-1-naphthol